ethyl (R)-2-bromo-6-(tert-butyl)-1-fluoro-10-oxo-5,6-dihydro-10H-pyrazolo[1,5-a]pyrido[2,1-c]pyrazine-9-carboxylate BrC1=NN2C(C=3N([C@@H](C2)C(C)(C)C)C=C(C(C3)=O)C(=O)OCC)=C1F